(S)-tert-butyl 4-(3'-(3-chloro-2-(methoxycarbonyl)phenoxy)-5'-ethyl-[3,4'-bipyridyl]-6-yl)-2-methylpiperazine-1-carboxylate ClC=1C(=C(OC=2C=NC=C(C2C=2C=NC(=CC2)N2C[C@@H](N(CC2)C(=O)OC(C)(C)C)C)CC)C=CC1)C(=O)OC